tridecan-7-yl 6-((3-((4,4-bis(((Z)-oct-5-en-1-yl)oxy)butanoyl)oxy)propyl)(((2-(dimethylamino)ethyl)thio)carbonyl)amino)hexanoate C(CCC\C=C/CC)OC(CCC(=O)OCCCN(CCCCCC(=O)OC(CCCCCC)CCCCCC)C(=O)SCCN(C)C)OCCCC\C=C/CC